COC1=C(C=C(C=N1)C1=CC=C2C(=NNC2=C1)C(=O)NCCCN1C(CCC1)=O)C(NCC1=C(C=CC=C1)OC(F)(F)F)=O 6-[6-methoxy-5-({[2-(trifluoro-methoxy)phenyl]methyl}-carbamoyl)pyridin-3-yl]-N-[3-(2-oxopyrrolidin-1-yl)propyl]-1H-indazole-3-carboxamide